O1CC1 (S)-oxiran